N1CCNCC1 (S)-piperazine